4-cyano-1-cyclopropyl-6-oxo-1,6-dihydropyridine-3-carboxylic acid methyl ester COC(=O)C1=CN(C(C=C1C#N)=O)C1CC1